[Na+].S(=O)(=O)(O)C1=CC=C(C=C1)N=NC1(CC(=CC2=CC(=CC(=C12)O)S(=O)(=O)[O-])S(=O)(=O)[O-])O.[Na+] 1-(p-sulfophenylazo)-1,8-dihydroxy-3,6-naphthalenedisulfonate sodium salt